CC=1C=C(C=CC1)CCOC1=CC=C2C=CN(C2=C1)CCO 2-(6-(3-methylphenylethoxy)-1H-indol-1-yl)ethan-1-ol